N(=[N+]=[N-])CCOCCOCCN1CCN(CC1)C(=O)OC(C)(C)C tert-butyl 4-(2-(2-(2-azidoethoxy)eth-oxy)ethyl)piperazine-1-carboxylate